Chloro[(1S,2S)-N-(p-toluenesulfonyl)-1,2-diphenyl-1,2-ethanediamine] Cl[C@@]([C@@H](N)C1=CC=CC=C1)(NS(=O)(=O)C1=CC=C(C)C=C1)C1=CC=CC=C1